C1(CCCCC1)CC(C(=O)N1CC(C(CC1)(O)CN1C(C2=CC=CC=C2C1=O)=O)(C)C)C 2-((1-(3-Cyclohexyl-2-methylpropanoyl)-4-hydroxy-3,3-dimethylpiperidin-4-yl)methyl)isoindoline-1,3-dione